1-(9-Methyl-1,3,5,6,7,8-hexahydro-pyrrolo[3,4-b][1,7]naphthyridin-2-yl)-2-[1-(2-trifluoromethyl-pyridin-4-yl)-azetidin-3-yl]-ethanone CC1=C2C(=NC=3CNCCC13)CN(C2)C(CC2CN(C2)C2=CC(=NC=C2)C(F)(F)F)=O